N-(2-amino-4-((4-(trifluoromethoxy)benzyl)amino)phenyl)heptanamide NC1=C(C=CC(=C1)NCC1=CC=C(C=C1)OC(F)(F)F)NC(CCCCCC)=O